6-(2-(1-acetylpiperidin-4-yl)ethyl)-4-(4-cyanophenyl)isoindoline-2-carbonitrile C(C)(=O)N1CCC(CC1)CCC1=CC(=C2CN(CC2=C1)C#N)C1=CC=C(C=C1)C#N